FC(C=1C=C(C=CC1)S(=O)(=O)N1C2=C(OCC1)C(=CN=C2)C2=CC=C(C#N)C=C2)(F)F 4-(4-((3-(trifluoromethyl)phenyl)sulfonyl)-3,4-dihydro-2H-pyrido[4,3-b][1,4]oxazin-8-yl)benzonitrile